5-(3,5-difluorophenyl)-7-(2-(5-fluoro-1H-indol-3-yl)ethoxy)thiazolo[5,4-d]pyrimidin-7-amine FC=1C=C(C=C(C1)F)C1=NC(C=2C(=N1)SCN2)(N)OCCC2=CNC1=CC=C(C=C21)F